(E)-3-(4-((E)-4-fluoro-1-(1H-indazol-5-yl)-2-phenylbut-1-en-1-yl)phenyl)acrylic acid FCC\C(=C(/C=1C=C2C=NNC2=CC1)\C1=CC=C(C=C1)/C=C/C(=O)O)\C1=CC=CC=C1